OC[C@H](C(=O)OC)OC1=CC=C2C(=CC(OC2=C1)=O)C1=C(C=CC=C1)C methyl (R)-3-hydroxy-2-((2-oxo-4-(o-tolyl)-2H-chromen-7-yl)oxy)propanoate